2-hydroxy-acetaldehyde OCC=O